OC(C)C1=C2C=C(C(=NC2=CC(=C1)C)C#N)C1=CC=C(C=C1)N(C)CCOC 5-(1-hydroxyethyl)-3-(4-((2-methoxyethyl)(methyl)amino)phenyl)-7-methylquinoline-2-carbonitrile